2-[1,1'-biphenyl]-3-yl-4-phenyl-6-(8-[1,1':4',1''-terphenyl]-4-yl-1-dibenzofuranyl)-1,3,5-triazine C1(=CC(=CC=C1)C1=NC(=NC(=N1)C1=CC=CC=C1)C1=CC=CC=2OC3=C(C21)C=C(C=C3)C3=CC=C(C=C3)C3=CC=C(C=C3)C3=CC=CC=C3)C3=CC=CC=C3